ClC1=CC=2N(C=C1)N=CC2C2=NC(=C(C=C2)Cl)N2C[C@@H](N[C@@H](C2)C)C 5-chloro-3-[5-chloro-6-[(3S,5R)-3,5-dimethylpiperazin-1-yl]-2-pyridyl]pyrazolo[1,5-a]pyridine